N1=NC=C(C=C1)C1=NN2C(NC=3C=CC=CC3C2=N1)=S 2-(pyridazin-4-yl)[1,2,4]triazolo[1,5-c]quinazolin-5(6H)-thione